(Z)-N'-hydroxy-N-phenylformamidine O\N=C/NC1=CC=CC=C1